malic acid Francium [Fr].C(C(O)CC(=O)O)(=O)O